[N+](=O)([O-])C1(CC(C(=O)O)=CC(=C1C(F)(F)F)[N+](=O)[O-])Br 3-nitro-4-(trifluoromethyl)3-bromo-5-nitrobenzoic acid